(S)-2-(6-Methoxychroman-4-yl)-7-((2-methyl-1H-imidazol-1-yl)methyl)-5-(1-methyl-3-(trifluoromethyl)-1H-pyrazol-4-yl)-3,4-dihydroisoquinolin-1(2H)-one COC=1C=C2[C@H](CCOC2=CC1)N1C(C2=CC(=CC(=C2CC1)C=1C(=NN(C1)C)C(F)(F)F)CN1C(=NC=C1)C)=O